5-[(2,6-difluoro-4-pyridyl)amino]-N-(2,2-dimethylcyclobutyl)-1H-pyrazolo[3,4-c]pyridine-7-carboxamide FC1=NC(=CC(=C1)NC=1C=C2C(=C(N1)C(=O)NC1C(CC1)(C)C)NN=C2)F